NCCCCCCCCC(=O)OCCC(CCCCC)CCCCC 3-Pentyloctyl 9-aminononanoate